C(C)(C)(C)OC(=O)N1CCC2(CC(C2)C2=C(C(=CC=C2)C)C)CC1 2-(2,3-dimethylphenyl)-7-azaspiro[3.5]nonane-7-carboxylic acid tert-butyl ester